BrC=1C=CC(N(C1)C1CCOCC1)=O 5-bromo-1-(tetrahydro-2H-pyran-4-yl)pyridin-2(1H)-one